N1C[C@@H](CC1)NS(=O)(=O)C(F)(F)F (R)-N-(3-pyrrolidinyl)-trifluoromethanesulfonamide